FC=1C(=C(C=CC1F)C(=O)N1CC(C1)(O)C)NC1=C(C=C(C=C1)I)F 1-({3,4-difluoro-2-[(2-fluoro-4-iodophenyl)amino]Phenyl}carbonyl)-3-methylazetidin-3-ol